tert-butyl (R)-9-(6-((6-(4-(1-(3-(tert-butyl)-1,2,4-oxadiazole-5-carboxamido)ethyl)-3-methylphenyl)pyrimidin-4-yl)amino)pyridin-3-yl)-3,9-diazaspiro[5.5]undecane-3-carboxylate C(C)(C)(C)C1=NOC(=N1)C(=O)N[C@H](C)C1=C(C=C(C=C1)C1=CC(=NC=N1)NC1=CC=C(C=N1)N1CCC2(CCN(CC2)C(=O)OC(C)(C)C)CC1)C